9-chloro-7-methyl-2-(methylthio)-6,7-dihydro-5H-pyrimido[4',5':4,5]pyrido[2,3-b]indol-5-one ClC=1C=CC=2C3=C(N(C2C1)C)NC(C1=C3N=C(N=C1)SC)=O